OCC=1OC=2C(C1)=C(C=CC2)C#N (hydroxymethyl)benzofuran-4-carbonitrile